tertiary butylaminoethyl methacrylate (tertiary-butylaminoethyl methacrylate) C(C)(C)(C)NCCC=C(C(=O)O)C.C(C(=C)C)(=O)OCCNC(C)(C)C